C(C)N1C(=CC2=CC=CC=C12)C=1C(=NC=CC1)[C@H](C)OC 1-ethyl-2-[2-[(1S)-1-methoxyethyl]Pyridin-3-yl]Indole